ClC=1C=C(CNC2CCN(CC2)CCCOC2=C3C=CC(OC3=CC3=C2C=CO3)=O)C=CC1 4-(3-(4-((3-chlorobenzyl)amino)piperidin-1-yl)propoxy)-7H-furo[3,2-g]chromen-7-one